C(C)(C)(C)OC(=O)N1C2(CC2)CN(CC1)C=1C=CC=2N=CN=C(C2N1)NC1=C(C(=C(C=C1)OC(F)F)Cl)F.NC1=CC=C(C=C1)S(=O)(=O)NC1=CC=C(C=C1)F 4-amino-N-(4-fluorophenyl)benzenesulfonamide tert-butyl-7-[4-[3-chloro-4-(difluoromethoxy)-2-fluoro-anilino]pyrido[3,2-d]pyrimidin-6-yl]-4,7-diazaspiro[2.5]octane-4-carboxylate